BrC=1C=C(C=CC1C(=O)N1CCN(CC1)C1=NC=C(C=C1C)C)C1(C(NC(N1)=O)=O)C 5-{3-bromo-4-[4-(3,5-dimethylpyridin-2-yl)piperazine-1-carbonyl]phenyl}-5-methylimidazolidine-2,4-dione